2-methylphenol CC1=C(C=CC=C1)O